C(C)(C)(C)OC(=O)N1C[C@H](C[C@H]1C)[C@@H](C(=O)O)CC1=CC(=CC=C1)[N+](=O)[O-] (2S)-2-[(3R,5R)-1-tert-butoxycarbonyl-5-methyl-pyrrolidin-3-yl]-3-(3-nitrophenyl)propionic acid